7-phenyl-2-(3,3,3-trifluoropropyl)-[1,2,4]triazolo[4,3-c]pyrimidin-3(2H)-one C1(=CC=CC=C1)C1=CC=2N(C=N1)C(N(N2)CCC(F)(F)F)=O